C1(CC1)C1OC(C(CNC1)=O)C 2-cyclopropyl-7-methyl-6-oxo-1,2,3,4,6,7-hexahydro-[1,4]oxazepine